[Cu+].N1=CC=CC2=CC=C3C=CC=NC3=C12 [1,10-phenanthroline] copper (I)